ClC=1C=C(C=CC1)C1=CNC=2N=CN=C(C21)N2CCCC2 5-(3-chlorophenyl)-4-(pyrrolidin-1-yl)-7H-pyrrolo[2,3-d]pyrimidine